C(C)(C)(C)OC(=O)N1C[C@@H](CC1)NC1=C2C=CC=NC2=C(C=C1)OC(F)(F)F (R)-3-((8-(trifluoromethoxy)quinolin-5-yl)amino)pyrrolidine-1-carboxylic acid tert-butyl ester